(2,7-bis[9,9-bis(4-methylphenyl)-fluoren-2-yl])-9,9-bis(4-methylphenyl)fluorene CC1=CC=C(C=C1)C1(C2=CC=CC=C2C=2C=CC(=CC12)C1=CC=2C(C3=CC(=CC=C3C2C=C1)C1=CC=2C(C3=CC=CC=C3C2C=C1)(C1=CC=C(C=C1)C)C1=CC=C(C=C1)C)(C1=CC=C(C=C1)C)C1=CC=C(C=C1)C)C1=CC=C(C=C1)C